N-[(1R,4r)-4-{3-[(R)-2-(5-fluoro-3-pyridyl)-2-hydroxyethylamino]-3-methylbutyl}cyclohexyl]acetamide FC=1C=C(C=NC1)[C@H](CNC(CCC1CCC(CC1)NC(C)=O)(C)C)O